C(C1=CC=CC=C1)NC1=C(C(=O)O)C=C(C=C1)C(F)(F)F 2-(benzylamino)-5-(trifluoromethyl)benzoic acid